(S)-2-(tert-Butoxycarbonyl-(methyl)amino)-3-(4-cyanophenyl)-3-methylbutanoic acid methyl ester COC([C@H](C(C)(C)C1=CC=C(C=C1)C#N)N(C)C(=O)OC(C)(C)C)=O